Cl.C(C1=CC=CC=C1)OC1=CC=C(C=C1)NN 4-(benzyloxy)phenylhydrazine hydrochloride